(R)-N-(3-isoPropoxy-4-(4-methylpiperazin-1-yl)phenyl)-7-((tetrahydrofuran-2-yl)methyl)-7H-pyrrolo[2,3-d]pyrimidin-2-amine C(C)(C)OC=1C=C(C=CC1N1CCN(CC1)C)NC=1N=CC2=C(N1)N(C=C2)C[C@@H]2OCCC2